(3-(benzyloxy)pyridin-2-yl)-5-(tetrahydro-2H-pyran-4-yl)-4-(5-(trifluoromethyl)pyridin-2-yl)-4,5-dihydropyrrolo[3,4-c]pyrazol-6(2H)-one C(C1=CC=CC=C1)OC=1C(=NC=CC1)N1N=C2C(=C1)C(N(C2=O)C2CCOCC2)C2=NC=C(C=C2)C(F)(F)F